methyl-carbonyl fluoride CC(=O)F